trihexyl-(tetradecyl)phosphorus nitrate [N+](=O)([O-])[O-].C(CCCCC)[P+](CCCCCCCCCCCCCC)(CCCCCC)CCCCCC